pyrimido[5,4-d]pyrimidin-4-one N1=CNC(C2=C1C=NC=N2)=O